CN(C)C=C1C(CC(CC1=O)C1=CNC2=CC=CC(=C12)C)=O 2-((dimethylamino)methylene)-5-(4-methyl-1H-indol-3-yl)cyclohexane-1,3-dione